(3S)-3-[(pyridin-2-yl)amino](4,4,4-2H3)butanoic acid N1=C(C=CC=C1)N[C@H](CC(=O)O)C([2H])([2H])[2H]